2-(4-tert-Butyl-1H-pyrazol-1-yl)-5-({[1-(2-fluoro-4-methylphenyl)cyclopropyl]carbonyl}amino)benzoic acid C(C)(C)(C)C=1C=NN(C1)C1=C(C(=O)O)C=C(C=C1)NC(=O)C1(CC1)C1=C(C=C(C=C1)C)F